[Si](C1=CC=CC=C1)(C1=CC=CC=C1)(C(C)(C)C)OC1C(COC1)(C)N1CCC(CC1)C=1C=C2C=C(N=CC2=CC1C)N 6-(1-(4-((tert-butyldiphenylsilyl)oxy)-3-methyltetrahydrofuran-3-yl)piperidin-4-yl)-7-methylisoquinolin-3-amine